OCCCCN(CCCCCC(=O)OC(CCCCCCCCF)CCCCCCCC)CCCCCC(=O)OCCCCCCCCCCC(C)C 1-fluoroheptadecan-9-yl 6-((4-hydroxybutyl)(6-((11-methyldodecyl)oxy)-6-oxohexyl)amino)hexanoate